ClC=1C=C(OC2=NC(=NC=C2C(=O)NC\C=C\S(=O)(=O)C)C2CCCC2)C=CC1 (E)-4-(3-chlorophenoxy)-2-cyclopentyl-N-(3-(methylsulfonyl)allyl)pyrimidine-5-carboxamide